[Tc](=S)=S Technetium disulfide